4-bromo-7-chloro-6-fluoro-2H,3H,4H-pyrano[2,3-b]pyridine BrC1CCOC2=NC(=C(C=C21)F)Cl